COC=1C(=NC2=CC=CC=C2C1C1=CC=CC=C1)C=O 3-methoxy-4-phenylquinoline-2-carbaldehyde